ClC=1C(=C(SC1)NC(CN1C(CCC2=CC=CC=C12)=O)=O)C(=O)OC methyl 4-chloro-2-(2-(2-oxo-3,4-dihydroquinolin-1(2H)-yl)acetamido)thiophene-3-carboxylate